BrC=1C=NC(=NC1)N1CCC(=CC1)C(=O)NO[C@H](C)C1=CNC(C(=C1)C(F)(F)F)=O (R)-1-(5-bromopyrimidin-2-yl)-N-(1-(6-oxo-5-(trifluoromethyl)-1,6-dihydropyridin-3-yl)ethaneOxy)-1,2,3,6-tetrahydropyridine-4-carboxamide